ClC=1C=C(C=C(C1)OC)C1=CC(=NN1CC1=C(C=CC=C1)OCC)C(=O)OC Methyl 5-(3-chloro-5-methoxyphenyl)-1-[(2-ethoxyphenyl)methyl]-1H-pyrazole-3-carboxylate